The molecule is an amino acid zwitterion that is the conjugate base of cationic diphthine, formed via deprotonation of both carboxy groups and protonation of the primary amino group; major species at pH 7.3. It is a conjugate base of a diphthine. C[N+](C)(C)[C@@H](CCC1=NC=C(N1)C[C@@H](C(=O)[O-])[NH3+])C(=O)[O-]